C(C)OC=1N=C(SC1C1=NOC(N1)=O)C1=NC=NC(=C1)NCCC=1C2=C(SC1C)C(=CC(=C2)F)C 3-(4-Ethoxy-2-{6-[2-(5-fluoro-2,7-dimethyl-benzo[b]thiophen-3-yl)-ethylamino]-pyrimidin-4-yl}-thiazol-5-yl)-[1,2,4]oxadiazol-5(4H)-on